N-(5-(3-(9H-purin-6-yl)pyridin-2-ylamino)-2-fluorophenyl)-3-methylbenzamid N1=CN=C2NC=NC2=C1C=1C(=NC=CC1)NC=1C=CC(=C(C1)NC(C1=CC(=CC=C1)C)=O)F